chloro-3-(2,4,5-trifluorophenyl)propan-2-amine hydrochloride Cl.ClCC(CC1=C(C=C(C(=C1)F)F)F)N